t-butyl-hydrogenperoxide C(C)(C)(C)OO